(S)-N-((R)-7-bromo-3,8-difluoro-chroman-4-ylidene)-2-methylpropane-2-sulfinamide BrC1=CC=C2C([C@H](COC2=C1F)F)=N[S@@](=O)C(C)(C)C